cis-3-(difluoromethyl)-1-(3-methyl-6-(2-methyl-2H-pyrazolo[3,4-b]pyridin-5-yl)thieno[2,3-b]pyridin-2-yl)cyclobutanol FC(C1CC(C1)(O)C1=C(C=2C(=NC(=CC2)C2=CC=3C(N=C2)=NN(C3)C)S1)C)F